C(#N)C=1C(=CC(=NC1)NC(=O)N1CCCC2=CC(=C(N=C12)C=O)CN1C(OC=CC=C1)=C=O)N[C@H]1COCC1 (R)-N-(5-Cyano-4-((tetrahydrofuran-3-yl)amino)pyridin-2-yl)-7-formyl-6-((2-carbonyl-1,3-oxazepin-3-yl)methyl)-3,4-dihydro-1,8-naphthyridin-1(2H)-carboxamide